C(C)(C)(C)OC(=O)N1C(=NC2=C1C=CC(=C2)C(F)(F)F)NC2=CNC1=CC(=C(C=C21)F)F {2-[(5,6-difluoro-1H-indol-3-yl)amino]-5-(trifluoromethyl)-1H-benzo[d]imidazol-1-yl}carboxylic acid tert-butyl ester